5-bromo-3-cyclopropyl-7,8-dihydro-6H-cyclopenta[g]Cinnoline-7-carboxylic acid ethyl ester C(C)OC(=O)C1CC2=C(C(=C3C=C(N=NC3=C2)C2CC2)Br)C1